NC(CCC(C(=O)OC(C)(C)C)N1C(C2=CC=CC(=C2C1)OCC1=CC=C(CN2[C@@H](CN(C[C@@H]2C)C(=O)OC(C)(C)C)C)C=C1)=O)=O (3R,5S)-tert-butyl 4-(4-((2-(5-amino-1-tert-butoxy-1,5-dioxopent-an-2-yl)-1-oxoisoindolin-4-yloxy)methyl)benzyl)-3,5-dimethylpiperazine-1-carboxylate